The molecule is a C21-steroid that is pregn-4-ene substituted by oxo groups at position 3 and 20 and hydroxy groups at positions 16 and 17. It has a role as a progestin. It is a 20-oxo steroid, a 16alpha-hydroxy steroid, a 17-hydroxy steroid, a C21-steroid, a 3-oxo-Delta(4) steroid and a tertiary alpha-hydroxy ketone. It derives from a hydride of a pregnane. CC(=O)[C@]1([C@@H](C[C@@H]2[C@@]1(CC[C@H]3[C@H]2CCC4=CC(=O)CC[C@]34C)C)O)O